FC1=C(C=C(C=C1)NC(C=C)=O)NC1=NC(=NC=C1C1=CC(=C(C=C1)N1CC(C1)OC)F)NC=1C=NN(C1)C N-(4-fluoro-3-((5-(3-fluoro-4-(3-methoxyazetidin-1-yl)phenyl)-2-((1-methyl-1H-pyrazol-4-yl)amino)pyrimidin-4-yl)amino)phenyl)acrylamide